2-(4-ethynylphenyl)-4,4,5,5-tetramethyl-1,3-dioxolane C(#C)C1=CC=C(C=C1)C1OC(C(O1)(C)C)(C)C